BrC=C(C1=CC=CC=C1)C1=C(C=CC(=C1)OC)OCOC 2-bromo-1-(2-methoxymethoxy-5-methoxy-phenyl)-1-phenyl-ethylene